N-((3R,4S)-4-((6-(2,6-dichloro-3,5-dimethoxyphenyl)-8-((1-methylazetidin-3-yl)amino)pyrido[3,4-d]pyrimidin-2-yl)amino)tetrahydrofuran-3-yl)acrylamide ClC1=C(C(=C(C=C1OC)OC)Cl)C1=CC2=C(N=C(N=C2)N[C@H]2[C@H](COC2)NC(C=C)=O)C(=N1)NC1CN(C1)C